N-(5-(ethylthio)-1,3,4-thiadiazol-2-yl)-2-((1-cyclopropyl-4-oxo-4,5-dihydro-1H-pyrazolo(3,4-d)pyrimidin-6-yl)thio)acetamid C(C)SC1=NN=C(S1)NC(CSC=1NC(C2=C(N1)N(N=C2)C2CC2)=O)=O